difluoro-2-(4-fluoro-2-(trifluoromethyl)phenyl)acetamide FC(C(=O)N)(C1=C(C=C(C=C1)F)C(F)(F)F)F